[Se].[W]=[Te] tungsten telluride selenium